BrC1=CC2=C(N(C(N2C)=O)[C@H](C(=O)O)CCC(=O)O)C=C1 (S)-2-(5-bromo-3-methyl-2-oxo-2,3-dihydro-1H-benzo[d]imidazol-1-yl)pentanedioic acid